C(C=C)(=O)OCCCCCCCCCCCCCCCC[Si](C)(C)Cl acryloxyhexadecylchlorodimethylsilane